3-(8-(4-acetylphenyl)-2-(4-(2-(((3R,4S,5S,6R)-3,4,5-trihydroxy-6-(hydroxymethyl)tetrahydro-2H-pyran-2-yl)amino)ethoxy)phenyl)imidazo[1,2-a]pyridin-6-yl)benzonitrile C(C)(=O)C1=CC=C(C=C1)C=1C=2N(C=C(C1)C=1C=C(C#N)C=CC1)C=C(N2)C2=CC=C(C=C2)OCCNC2O[C@@H]([C@H]([C@@H]([C@H]2O)O)O)CO